5-[6-(benzyloxy)-8-fluoro-2-(5,5,5-trifluoropentyl)-1,2,3,4-tetrahydroisoquinolin-7-yl]-1λ6,2,5-thiadiazolidine-1,1,3-trione C(C1=CC=CC=C1)OC=1C=C2CCN(CC2=C(C1N1CC(NS1(=O)=O)=O)F)CCCCC(F)(F)F